ClC1=NC=C(C(=N1)C1=NN(C(=C1)C)S(=O)(=O)C1=CC=CC=C1)Cl 2,5-dichloro-4-(5-methyl-1-(benzenesulfonyl)-1H-pyrazol-3-yl)pyrimidine